N,N-diisopropyl-4-fluoro-2-acetyl-benzamide C(C)(C)N(C(C1=C(C=C(C=C1)F)C(C)=O)=O)C(C)C